N(=C=O)C1=C(C=CC=C1)C1=C(C=CC(=C1)N=C=O)SC1=C(C=C(C=C1)N=C=O)C1=C(C=CC=C1)N=C=O 2-isocyanatophenyl-4-isocyanatophenyl sulfide